8-Methyl-3,4-dihydroquinol-2(1H)-one CC=1C=CC=C2CCC(NC12)=O